ClC1=NC2=C(C=3C=C(C(=CC13)F)F)C(COC2)=O 6-chloro-8,9-difluoro-2H-pyrano[3,4-c]isoquinolin-1(4H)-one